(2S,3R,4R,5R)-4-[[3-(2-ethoxy-3,4-difluoro-phenyl)-4,5-dimethyl-5-(trifluoromethyl)tetrahydrofuran-2-carbonyl]amino]-1-oxo-pyridin-1-ium-2-carboxamide C(C)OC1=C(C=CC(=C1F)F)[C@@H]1C(O[C@]([C@@H]1C)(C(F)(F)F)C)C(=O)NC1=C[C@H]([N+](C=C1)=O)C(=O)N